6-(benzyloxy)-7-methoxy-1-{(E)-2-[5-(2-methoxypyridin-3-yl)-2-methylphenyl]ethenyl}-1,2,3,4-tetrahydroisoquinoline C(C1=CC=CC=C1)OC=1C=C2CCNC(C2=CC1OC)\C=C\C1=C(C=CC(=C1)C=1C(=NC=CC1)OC)C